(R)-2-((1-(6-chloro-3-cyclopropyl-2-(4-methyltetrahydro-2H-pyran-4-yl)-4-oxo-3,4-dihydroquinazolin-8-yl)ethyl)amino)benzoic acid ClC=1C=C2C(N(C(=NC2=C(C1)[C@@H](C)NC1=C(C(=O)O)C=CC=C1)C1(CCOCC1)C)C1CC1)=O